2-(2,6-difluorophenoxy)ethane-1-amine FC1=C(OCCN)C(=CC=C1)F